CC(C#CC=1C=C(C=CC1)N(C1=NC=2N(C3=C1C=CC(=N3)C)C=NN2)C)(C)C N-(3-(3,3-dimethylbut-1-yn-1-yl)phenyl)-N,2-dimethylpyrido[3,2-e][1,2,4]triazolo[4,3-a]pyrimidin-5-amine